NC(C(=O)O)CC(F)(F)F 2-amino-4,4,4-trifluorobutanoic acid